N-(3-(1H-pyrazol-4-yl)-1H-indol-7-yl)-2-(5-methoxypyridin-3-yl)-3-(4-methylpiperazin-1-yl)propanamide N1N=CC(=C1)C1=CNC2=C(C=CC=C12)NC(C(CN1CCN(CC1)C)C=1C=NC=C(C1)OC)=O